(4S,5S,E)-5-methoxy-4-methylhept-2-en-1-ol CO[C@H]([C@H](/C=C/CO)C)CC